4-((4'-chloro-3'-(trifluoromethoxy)-[1,1'-biphenyl]-4-yl)thio)-1H-1,2,3-triazole-5-carboxylic acid ClC1=C(C=C(C=C1)C1=CC=C(C=C1)SC=1N=NNC1C(=O)O)OC(F)(F)F